ClC1=NC=CC(=C1)C1=C(N=C(N=N1)N)C1=CC=C(C=C1)COC 6-(2-chloropyridin-4-yl)-5-(4-(methoxymethyl)phenyl)-1,2,4-triazin-3-amine